tert-butyl (S)-5-amino-4-((R)-4-fluoro-5-(4-(hydroxymethyl)pyridin-2-yl)-3-methyl-1-oxoisoindolin-2-yl)-5-oxopentanoate NC([C@H](CCC(=O)OC(C)(C)C)N1C(C2=CC=C(C(=C2[C@H]1C)F)C1=NC=CC(=C1)CO)=O)=O